1-(benzylamino)propan-2-ol C(C1=CC=CC=C1)NCC(C)O